2,2,6,8-tetramethyl-1,2,3,4,4a,5,8,8a-octahydronaphthalen-1-ol CC1(C(C2C(C=C(CC2CC1)C)C)O)C